3-(4-((4-(((adamantan-1-yl)amino)methyl)benzyl)thio)-1-oxoisoindolin-2-yl)-1-methylpiperidine-2,6-dione C12(CC3CC(CC(C1)C3)C2)NCC2=CC=C(CSC3=C1CN(C(C1=CC=C3)=O)C3C(N(C(CC3)=O)C)=O)C=C2